OCCOCCOCCOCCOCCOCC1CCC(CC1)NC(OC(C)(C)C)=O tert-butyl ((1R,4R)-4-(16-hydroxy-2,5,8,11,14-pentaoxahexadecyl)cyclohexyl)carbamate